ClC1=C(C=CC=C1OC1=CC=C(C=C1)C(F)(F)F)C1=CC(N(C=C1)C(C)C1=CC=CC(=N1)NC(C(C)(C)C)=O)=O N-(6-(1-(4-(2-chloro-3-(4-(trifluoromethyl)phenoxy)phenyl)-2-oxopyridin-1(2H)-yl)ethyl)pyridin-2-yl)pivalamide